4-(2-(1-ethylpiperidin-4-yl)ethyl)-2-(5-(3-methoxyphenyl)pyridin-2-yl)morpholine C(C)N1CCC(CC1)CCN1CC(OCC1)C1=NC=C(C=C1)C1=CC(=CC=C1)OC